N1C(NC(C=2C1=NC=1C(NC(NC1N2)=O)=O)=O)=O pyrimido[4,5-g]Pteridine-2,4,7,9(1H,3H,6H,8H)-tetraone